2-[3,5-dichloro-4-[[4-hydroxy-3-(1,2,4-triazol-1-yl)phenyl]methyl]phenoxy]acetic acid ClC=1C=C(OCC(=O)O)C=C(C1CC1=CC(=C(C=C1)O)N1N=CN=C1)Cl